5-[2-(2,6-dioxo-3-piperidyl)-1,3-dioxo-isoindolin-5-yl]pentan-4-al O=C1NC(CCC1N1C(C2=CC=C(C=C2C1=O)CC(CCC)=O)=O)=O